C(C)(C)(C)OC(=O)N1CC2CCC(C1)N2C2=NC=NC=1C(=C(C3=C(C21)COC3)C3=C(C=CC2=C3C(=C(S2)NC(=O)OC(C)(C)C)C#N)F)F 8-[6-[2-(tert-butoxycarbonylamino)-3-cyano-5-fluoro-benzothien-4-yl]-5-fluoro-7,9-dihydrofuro[3,4-f]quinazolin-1-yl]-3,8-diazabicyclo[3.2.1]octane-3-carboxylic acid tert-butyl ester